(S)-N-(8,9-difluoro-6-oxo-1,4,5,6-tetrahydro-2H-pyrano[3,4-c]isoquinolin-1-yl)-6-methoxy-N-methyl-1H-indole-2-carboxamide FC=1C(=CC=2C3=C(NC(C2C1)=O)COC[C@H]3N(C(=O)C=3NC1=CC(=CC=C1C3)OC)C)F